NC1=C(N=CC(=N1)C(=O)NC1CCNCC1)C1=C(C(=CC=C1)Cl)Cl 6-amino-5-(2,3-dichlorophenyl)-N-(piperidin-4-yl)pyrazine-2-carboxamide